(2R)-N-(1-(3-chloro-4-fluorophenyl)-1-(3-(trifluoromethyl)cyclobutyl)ethyl)-2-methyl-3-oxopiperazine-1-carboxamide ClC=1C=C(C=CC1F)C(C)(C1CC(C1)C(F)(F)F)NC(=O)N1[C@@H](C(NCC1)=O)C